8-[2-(2,6-dioxo-3-piperidyl)-1,3-dioxo-isoindolin-4-yl]oxyoctanoic acid O=C1NC(CCC1N1C(C2=CC=CC(=C2C1=O)OCCCCCCCC(=O)O)=O)=O